C(C)OC1=C(C=CC(=C1)[N+](=O)[O-])C=1CCN(CC1)C 4-(2-ethoxy-4-nitrophenyl)-1-methyl-1,2,3,6-tetrahydropyridine